6-((3S,4R)-3-fluoro-4-((6-methoxypyridin-3-yl)oxy)piperidin-1-yl)-5-methyl-N-((S)-5,6,7,8-tetrahydroquinolin-6-yl)pyridazine-3-carboxamide F[C@H]1CN(CC[C@H]1OC=1C=NC(=CC1)OC)C1=C(C=C(N=N1)C(=O)N[C@@H]1CC=2C=CC=NC2CC1)C